C[C@@H]1O[C@@H](CN(C1)C1=CC(=CC(=N1)C1=NC2=CC(=NC=C2C=C1)CC(=O)NC1=CC(=C(C=C1)C)S(=O)(=O)C)F)C 2-(2-(6-((cis)-2,6-dimethylmorpholino)-4-fluoropyridin-2-yl)-1,6-naphthyridin-7-yl)-N-(4-methyl-3-(methylsulfonyl)phenyl)acetamide